CS(=O)(=O)C=1C=C(C=O)C=CC1 m-methanesulfonyl-benzaldehyde